5-{2-amino-[1,2,4]triazolo-[1,5-a]pyridin-7-yl}-2-methoxy-6-methyl-N-{[3-(trifluoromethyl)phenyl]-methyl}pyridine-3-carboxamide NC1=NN2C(C=C(C=C2)C=2C=C(C(=NC2C)OC)C(=O)NCC2=CC(=CC=C2)C(F)(F)F)=N1